5-[3-[(2-iodophenylacetyl)amino]phenyl]-1H-naphtho[1,2-B][1,4]diazepine-2,4(3H,5h)-dione IC1=C(C=CC=C1)CC(=O)NC=1C=C(C=CC1)N1C2=C(NC(CC1=O)=O)C1=CC=CC=C1C=C2